Decanoic acid 14-((N-hexanoyl-N-methylglycyl) oxy)-1,15-bis(hexylthio)-8-hydroxyhexadecan-2-yl ester C(CCCCC)(=O)N(CC(=O)OC(CCCCCC(CCCCCC(CSCCCCCC)OC(CCCCCCCCC)=O)O)C(C)SCCCCCC)C